1-(3-(5-(5-(2,3-Dihydro-1H-inden-4-yl)-6-methoxy-1H-pyrazolo[4,3-b]pyridin-3-yl)pyridin-2-yl)azetidin-1-yl)-2-hydroxyethan-1-one C1CCC2=C(C=CC=C12)C1=C(C=C2C(=N1)C(=NN2)C=2C=CC(=NC2)C2CN(C2)C(CO)=O)OC